5-decyl-1-(4-vinylbenzyl)-1H-1,2,4-triazole C(CCCCCCCCC)C1=NC=NN1CC1=CC=C(C=C1)C=C